N1-{4-[(3-methyl-1,2-benzisoxazol-4-yl)oxy]phenyl}-D-alaninamide CC1=NOC2=C1C(=CC=C2)OC2=CC=C(C=C2)NC([C@H](N)C)=O